2-oxaspiro[2.2]pentane C1OC12CC2